BrC1=CC=C(C(=N1)N)F 6-bromo-3-fluoropyridin-2-amine